N-((4,5-dimethylthiazol-2-yl)(p-chlorophenyl)methyl)-1-methyl-3-(trifluoromethyl)-1H-pyrazole-4-carboxamide CC=1N=C(SC1C)C(NC(=O)C=1C(=NN(C1)C)C(F)(F)F)C1=CC=C(C=C1)Cl